C1(CC1)[C@]1(C(N([C@@H](C1)CC)C=1C=2N(N=CC1)C=C(C2)C=2C=NN(C2)C)=O)C#N (3S,5R)-3-cyclopropyl-5-ethyl-1-[6-(1-methylpyrazol-4-yl)pyrrolo[1,2-b]pyridazin-4-yl]-2-oxopyrrolidine-3-carbonitrile